(di-hydroxypropyl)ethylenediamine Sodium [Na].OC(CCNCCN)O